N-(2-(2-amino-6-(pyrrol-1-yl)-9H-purin-9-yl)ethyl)-1-ethyl-3-methyl-1H-pyrazole-5-carboxamide NC1=NC(=C2N=CN(C2=N1)CCNC(=O)C1=CC(=NN1CC)C)N1C=CC=C1